C([C@@H]1[C@H]([C@@H]([C@@H]([C@H](O1)O)O[C@H]2[C@H]([C@H]([C@@H]([C@H](O2)CO)O)O)O[C@H]3[C@H]([C@H]([C@@H]([C@H](O3)CO)O)O)O)O)O)O The molecule is a linear trisaccharide consisting of three D-mannose units joined by beta-(1->2)-linkages (with alpha-configuration at the reducing-end anomeric centre). Present in the cell wall phosphomannan of Candida albicans. It has a role as an epitope.